4-(((3,3-dimethylpyrrolidin-1-yl)sulfonyl)carbamoyl)-5-ethoxy-2-fluorobenzoic acid CC1(CN(CC1)S(=O)(=O)NC(=O)C1=CC(=C(C(=O)O)C=C1OCC)F)C